2-(5-(6-chloro-7-fluoro-3-(1H-imidazol-1-yl)-5-methoxy-1-methyl-1H-indol-2-yl)-1H-1,2,4-triazol-3-yl)-2-methoxy-N,N-dimethylethan-1-amine ClC1=C(C=C2C(=C(N(C2=C1F)C)C1=NC(=NN1)C(CN(C)C)OC)N1C=NC=C1)OC